The molecule is a glycosyl glycoside prepared from alpha-D-glucopyranosyl and beta-D-fructofuranose residues. It has a role as a sweetening agent and a bacterial metabolite. C([C@@H]1[C@H]([C@@H]([C@H]([C@H](O1)OC[C@@]2([C@H]([C@@H]([C@H](O2)CO)O)O)O)O)O)O)O